C1(CC1)CCCNC(=O)N1C(C2=CC=CC=C2C(C1)C=1C=NN(C1C)C)C N-(3-cyclopropylpropyl)-4-(1,5-dimethylpyrazol-4-yl)-1-methyl-3,4-dihydro-1H-isoquinoline-2-carboxamide